Benzylamine Bicarbonate C(O)(O)=O.C(C1=CC=CC=C1)N